BrC1=CN=C(S1)C=1C=NN(C1C)CCO 2-[4-(5-bromo-1,3-thiazol-2-yl)-5-methylpyrazol-1-yl]ethanol